2-pyrimidin-2-yl-5-(trifluoromethyl)-4-[3-(trifluoromethyl)cyclohexen-1-yl]pyrazol-3-amine N1=C(N=CC=C1)N1N=C(C(=C1N)C1=CC(CCC1)C(F)(F)F)C(F)(F)F